4-[(1S)-1-{[8-(2,6-Difluorobenzyl)-7-oxo-pyrido[2,3-d]pyrimidin-2-yl]amino}ethyl]-N-(1-methylpiperidin-4-yl)benzamid FC1=C(CN2C(C=CC3=C2N=C(N=C3)N[C@@H](C)C3=CC=C(C(=O)NC2CCN(CC2)C)C=C3)=O)C(=CC=C1)F